FC(CN1N=C(C=2C1=NC(=CN2)N2CC1(C2)CN(CC1)C1=NC(=NC(=C1)C(F)(F)F)C)C)F 2-[1-(2,2-difluoroethyl)-3-methyl-1H-pyrazolo[3,4-b]pyrazin-6-yl]-6-[2-methyl-6-(trifluoromethyl)pyrimidin-4-yl]-2,6-diazaspiro[3.4]octane